OC1(COC1)C1=CC=C(C=C1)C(=O)N1CC2CN(CC2C1)C1=NC=C(C=C1)C(F)(F)F (4-(3-hydroxyoxetan-3-yl)phenyl)(5-(5-(trifluoromethyl)pyridin-2-yl)hexahydropyrrolo[3,4-c]pyrrol-2(1H)-yl)methanone